C1(CC1)C1=C(C=CC=C1)C1=CC(=C(C=C1)C1CN(CC1)C(=O)C1=NC=CC(=C1)OC)CO (3-(2'-cyclopropyl-3-(hydroxymethyl)biphenyl-4-yl)pyrrolidin-1-yl)(4-methoxypyridin-2-yl)methanone